1,3-pentanediol benzoate isobutyrate C(C(C)C)(=O)OC(CCOC(C1=CC=CC=C1)=O)CC